C(C)(C)(C1=CC=CC=C1)OOC(CC(C)O)C 4-(cumylperoxy)-2-pentanol